7-bromo-2,4-dichloro-5H-pyrrolo[3,2-d]pyrimidine BrC1=CNC2=C1N=C(N=C2Cl)Cl